FC=1C=C2C(=C(/C(/C2=CC1)=C/C1=CC(=CC=C1)SC1=CC=C(C=C1)F)C)CC(=O)O (Z)-2-(5-Fluoro-1-(3-((4-fluorophenyl)thio)benzylidene)-2-methyl-1H-inden-3-yl)acetic acid